COC=1C(=C(C(=CC1)C)C1=NC(=CC2=C1N=CN=C2N)C=2C=NN(C2)C)C (S)-8-(3-methoxy-2,6-dimethylphenyl)-6-(1-methyl-1H-pyrazol-4-yl)pyrido[3,4-d]pyrimidin-4-amine